(3-chloro-6-(difluoromethyl)-2-fluorophenyl)methanamine ClC=1C(=C(C(=CC1)C(F)F)CN)F